3-[4-(4-Aminopiperidin-1-yl)-7-chloro-3-(3-chloro-5-methylphenyl)cinnolin-6-yl]-5-fluoro-2-hydroxybenzonitril NC1CCN(CC1)C1=C(N=NC2=CC(=C(C=C12)C=1C(=C(C#N)C=C(C1)F)O)Cl)C1=CC(=CC(=C1)C)Cl